C(C)(C)(C)OC(=O)N1CCC2(OCC(C2)OC2=CC(=C3C(=N2)C(=CS3)C(NC)=O)C(F)(F)F)CC1 2-[3-(methylcarbamoyl)-7-(trifluoromethyl)thieno[3,2-b]pyridin-5-yl]oxy-4-oxa-8-azaspiro[4.5]decane-8-carboxylic acid tert-butyl ester